ClC1=CC=C(C=C1)NC(=S)OCC1=CC=C(OC2CN(C2)C=2C(=C(C(=O)O)C=CC2)N2C=CC=C2)C=C1 3-(3-(4-((((4-chlorophenyl)thiocarbamoyl)oxy)methyl)phenoxy)azetidin-1-yl)-2-(1H-pyrrol-1-yl)benzoic acid